ClC=1C(=C(C#N)C=CC1)N1C[C@H](CC1)OC1=NC=C(C=C1)C(F)(F)F (S)-3-chloro-2-(3-(5-(trifluoromethyl)pyridin-2-yloxy)pyrrolidin-1-yl)benzonitrile